1-(3-((4-((2,4-dichloro-phenyl)amino)pyrido[3,4-d]pyrimidin-6-yl)oxy)-pyrrolidin-1-yl)prop-2-en-1-one ClC1=C(C=CC(=C1)Cl)NC=1C2=C(N=CN1)C=NC(=C2)OC2CN(CC2)C(C=C)=O